C=C(C)[C@H]1[C@@H]2CC[C@H](CN1)N2C(=O)OC(C)(C)C tert-butyl (1S,2S,5R)-2-(prop-1-en-2-yl)-3,8-diazabicyclo[3.2.1]octane-8-carboxylate